CC1(OB(OC1(C)C)C1=CC=C(C=C1)C1COC2(CCC2)CN1C(=O)OC(C)(C)C)C tert-Butyl 7-(4-(4,4,5,5-tetramethyl-1,3,2-dioxaborolan-2-yl)phenyl)-5-oxa-8-azaspiro[3.5]nonane-8-carboxylate